P(=O)(OCC)(OC(C)CCCCC)OC(C)CCCCC ethyl di-(2-heptyl) phosphate